CC=1C=NC=CC1C=1CN(C1)C(=O)OC(C)(C)C tert-butyl 3-(3-methyl-4-pyridyl)-2H-azete-1-carboxylate